C(C)(C)(C)OC(=O)N1C(=C(C=2C1=CN=C(C2)C2CCN(CC2)C(=O)OC(C)(C)C)C(C)C)C=2C=C(C=1N(C2)N=CN1)C 5-(1-(tert-Butoxycarbonyl)piperidin-4-yl)-3-isopropyl-2-(8-methyl-[1,2,4]triazolo[1,5-a]pyridin-6-yl)-1H-pyrrolo[2,3-c]pyridine-1-carboxylic acid tert-butyl ester